O=C1N(CC(NC1)=O)CC(=O)N1[C@@H](C[C@H](C1)F)C(=O)N[C@@H](C1=CC=CC=C1)C1=CC(=C(C=C1)C1(CC1)C)F (2S,4R)-1-[2-(2,5-dioxopiperazin-1-yl)acetyl]-4-fluoro-N-[(S)-[3-fluoro-4-(1-methylcyclopropyl)phenyl](phenyl)methyl]pyrrolidine-2-carboxamide